[Si](C1=CC=CC=C1)(C1=CC=CC=C1)(C(C)(C)C)OCC1CC2=C(C=C(C=C2)Cl)C=2C(=CN(C(C2)=O)C(C(=O)OC(C)(C)C)C[C@H]2OCCOC2)CO1 Tert-Butyl 2-[7-({[tert-butyl(diphenyl)silyl]oxy}methyl)-11-chloro-2-oxo-7,8-dihydro-2H-[3]benzoxocino[5,6-c]pyridin-3(5H)-yl]-3-[(2R)-1,4-dioxan-2-yl]propanoate